C1(CC1)C=1N=NN(C1)[C@H](C(=O)N1[C@@H](C[C@H](C1)O)C(=O)N[C@@H]1C[C@@H](CC1)CC=1OC(=NN1)CC)C(C)(C)C (2S,4R)-1-[(2S)-2-(4-cyclopropyltriazol-1-yl)-3,3-dimethyl-butanoyl]-N-[(1S,3R)-3-[(5-ethyl-1,3,4-oxadiazol-2-yl)methyl]cyclopentyl]-4-hydroxy-pyrrolidine-2-carboxamide